O=C1N(CCC(N1)=O)C=1C=CC(=NC1)CNCC1=CC=C(C(=O)NC2=CC(=C(C=C2)C)NC2=NC=CC(=N2)C=2C=NC=CC2)C=C1 4-((((5-(2,4-dioxotetrahydropyrimidin-1(2H)-yl)pyridin-2-yl)methyl)amino)methyl)-N-(4-methyl-3-((4-(pyridin-3-yl)pyrimidin-2-yl)amino)phenyl)benzamide